3-{[3-chloro-5-(4,5-dihydro-3H-imidazol-2-yl)phenyl]amino}-4-{[5-chloro-3-(4,5-dihydro-1H-imidazol-2-yl)phenyl]amino}cyclobut-3-ene-1,2-dione ClC=1C=C(C=C(C1)C1=NCCN1)NC=1C(C(C1NC1=CC(=CC(=C1)Cl)C=1NCCN1)=O)=O